ethanedinitrile C(C#N)#N